4-(2-hydroxypropyl)-1,2,4-triazole OC(CN1C=NN=C1)C